NC1=NC(=C(C=C1C=1C=C2CCNC(C2=CC1)=O)C1=CC=C(C=C1)N1CCCC1)F 6-(2-amino-6-fluoro-5-(4-(pyrrolidin-1-yl)phenyl)pyridin-3-yl)-3,4-dihydroisoquinolin-1(2H)-one